N[C@H]1[C@@H]2N(C[C@H]1CC2)C(=O)C2=CC1=C(N(C(=N1)C=1N(C3=CC=CC=C3C1)CC1CC1)CC1CN(C1)C(=O)C1=CC=C(C#N)C=C1)C(=C2)F 4-[3-({5-[(1R,4R,7R)-7-amino-2-azabicyclo[2.2.1]heptane-2-carbonyl]-2-[1-(cyclopropylmethyl)-1H-indol-2-yl]-7-fluoro-1H-1,3-benzodiazol-1-yl}methyl)azetidine-1-carbonyl]benzonitrile